C(C)(C)(C)OC(NCC1=CC=C(C=C1)C1=NN(C(C2=CC=CC=C12)=O)CC)=O (4-(3-ethyl-4-oxo-3,4-dihydrophthalazin-1-yl)benzyl)carbamic acid tert-butyl ester